1-(3-bromo-5-fluorophenyl)-2,2,2-trifluoroethan-1-ol BrC=1C=C(C=C(C1)F)C(C(F)(F)F)O